C(C)(C)(C)OC(=O)NCC1=CC=C(C=C1)NC(=O)C1=CC2=C(OCCC3=C2SC=C3)C=C1C=1C(=NC(=CC1)C(N[C@@H]1CC[C@H](CC1)O)=O)C(=O)OC methyl 3-(9-((4-(((tert-butoxycarbonyl)amino)methyl)phenyl)carbamoyl)-4,5-dihydrobenzo[b]thieno[2,3-d]oxepin-8-yl)-6-((trans-4-hydroxycyclohexyl)carbamoyl)picolinate